(+-)-methyl 3,3-dimethoxycyclopentanecarboxylate COC1(C[C@@H](CC1)C(=O)OC)OC |r|